9-bromospiro[benzo[c]fluorene-7,9'-xanthen] BrC=1C=CC=2C=3C4=C(C=CC3C3(C5=CC=CC=C5OC=5C=CC=CC35)C2C1)C=CC=C4